N-(Piperidin-3-yl)-4'-(5-(trifluoromethyl)-1,2,4-oxadiazol-3-yl)-[2,2'-bipyridine]-4-carboxamide N1CC(CCC1)NC(=O)C1=CC(=NC=C1)C1=NC=CC(=C1)C1=NOC(=N1)C(F)(F)F